COC(C1=CC(=CC(=C1)OC[C@@H]1OCCC1)Br)=O 3-bromo-5-[(2R)-tetrahydrofuran-2-ylmethoxy]benzoic acid methyl ester